ClC1=CC(=C(C=C1)N1CC2=CC=CC=C2CC1)O 2-(4-chloro-2-hydroxyphenyl)-3,4-dihydroisoquinoline